2-(2,3,3a,5,6,6a-hexahydrofuro[3,2-b]pyrrol-4-yl)-N-(2-sulfamoyl-4-pyridyl)-5-(trifluoromethyl)pyridine-3-carboxamide O1CCC2N(CCC21)C2=NC=C(C=C2C(=O)NC2=CC(=NC=C2)S(N)(=O)=O)C(F)(F)F